C1(CC1)C1=CC(=NO1)C1(CCN(CC1)C(=O)NC1=C(C=CC=C1C=1C=NC(=CC1)C)F)C 4-(5-Cyclopropyl-1,2-oxazol-3-yl)-N-[2-fluoro-6-(6-methylpyridin-3-yl)phenyl]-4-methylpiperidine-1-carboxamide